FC1(CCN(CC1)C1=NC=CC(=N1)N1N=NC(=C1)C1=C(C=C(C=C1)NS(=O)(=O)CCN([C@@H](C(C)C)C(=O)O)C(=O)OC(C)(C)C)N1CCC2(CC2)CC1)F 2-(N-(4-(1-(2-(4,4-difluoropiperidin-1-yl)pyrimidin-4-yl)-1H-1,2,3-triazol-4-yl)-3-(6-azaspiro[2.5]octan-6-yl)phenyl)sulfamoyl)ethyl(tert-butoxycarbonyl)-L-valine